O[C@@H](C(C)C)CC[C@@H](C)[C@H]1CC[C@H]2[C@@H]3CC=C4C[C@@H](O)CC[C@]4(C)[C@H]3CC[C@]12C 24R-Hydroxycholesterol